ClC=1C=C2C(=NC1)NC=C2B2OC(C(O2)(C)C)(C)C 5-Chloro-3-(4,4,5,5-tetramethyl-1,3,2-dioxaborolan-2-yl)-1H-pyrrolo[2,3-b]pyridine